CS(=O)(=O)C1(CC1)C(=O)O 1-(methylsulfonyl)cyclopropane-1-carboxylic acid